C(C)(C)C=1C=NN2C1N=C(N=C2NC2CCNCC2)N[C@@H]2CC(NC2)=O (R)-4-((8-isopropyl-4-(piperidin-4-ylamino)pyrazolo[1,5-a][1,3,5]triazine-2-yl)amino)pyrrolidin-2-one